FC1=C(C=C(C=C1)NC(OC)=O)[N+](=O)[O-] Methyl (4-fluoro-3-nitrophenyl)carbamate